7-[3-(2-fluoroprop-2-enamido)phenyl]-N-methylquinazoline-2-carboxamide FC(C(=O)NC=1C=C(C=CC1)C1=CC=C2C=NC(=NC2=C1)C(=O)NC)=C